5-(1-isopropyl-1H-benzo[d][1,2,3]triazol-5-yl)-3-(2-(trifluoro-methoxy)phenyl)-1,2,4-oxadiazole C(C)(C)N1N=NC2=C1C=CC(=C2)C2=NC(=NO2)C2=C(C=CC=C2)OC(F)(F)F